FC(C1=C(CS(=O)(=O)C2=CC=C(C=C2)SC2=NC=CC(=N2)N)C=CC=C1)(F)F 2-((4-((2-(trifluoromethyl)benzyl)sulfonyl)phenyl)thio)pyrimidin-4-amine